F[C@H]1C[C@@H](N(C1)C)C=1N=C2N(C=C(N=C2)NC(=O)C=2C=C3C=NN(C3=CC2)C)C1 N-{2-[(2R,4S)-4-fluoro-1-methylpyrrolidin-2-yl]imidazo[1,2-a]pyrazin-6-yl}-1-methyl-1H-indazole-5-carboxamide